3,9-diazaspiro[5.5]undecan-3-yl-[4-[[3-[4-(difluoromethoxy)phenyl]imidazo[1,2-a]pyrazin-8-yl]amino]-2-methylphenyl]methanone C1CN(CCC12CCNCC2)C(=O)C2=C(C=C(C=C2)NC=2C=1N(C=CN2)C(=CN1)C1=CC=C(C=C1)OC(F)F)C